1-(2-chlorophenyl)-4-(methylamino)-2-oxo-7-(trifluoromethyl)-1,2-dihydro-1,8-naphthyridine-3-carboxylic acid methyl ester COC(=O)C=1C(N(C2=NC(=CC=C2C1NC)C(F)(F)F)C1=C(C=CC=C1)Cl)=O